N-(2-[[(2S)-2-methylpyrrolidin-1-yl]methyl]-1H-pyrrolo[3,2-c]pyridin-6-yl)-2-oxo-3H-1,3-benzoxazole-5-carboxamide C[C@@H]1N(CCC1)CC1=CC=2C=NC(=CC2N1)NC(=O)C=1C=CC2=C(NC(O2)=O)C1